4-[1,3-Dimethyl-6-[(1-methyl-4-phenyl-imidazol-2-yl)methoxy]pyrazolo[3,4-d]pyrimidin-4-yl]morpholine CN1N=C(C=2C1=NC(=NC2N2CCOCC2)OCC=2N(C=C(N2)C2=CC=CC=C2)C)C